potassium tetratitanium [Ti].[Ti].[Ti].[Ti].[K]